NCC(CN1N=CN(C1=O)CC1=CC=C(S1)C1=CC2=C(N=C(S2)NC(C)=O)C=C1)=C(F)F N-[6-[5-[[1-[2-(aminomethyl)-3,3-difluoro-allyl]-5-oxo-1,2,4-triazol-4-yl]methyl]-2-thienyl]-1,3-benzothiazol-2-yl]acetamide